C(#C)C=1C=NC(=NC1)N1CCN(CC1)C(=O)OC(C)(C)C tert-butyl 4-(5-ethynylpyrimidin-2-yl)piperazine-1-carboxylate